ClC1=C(C=CC(=C1)F)C1=CC(OC2=NC(=CC=C21)O[C@@H](C(=O)N2C[C@H](CCC2)C(=O)O)C)=O (3S)-1-[(2R)-2-[4-(2-chloro-4-fluoro-phenyl)-2-oxo-pyrano[2,3-b]pyridin-7-yl]oxypropionyl]piperidine-3-carboxylic acid